ClC1=CC=CC2=CC=CC=C12 Chloronaphthalin